C(C1=CC=CC=C1)OC[C@@H](C#N)NC(OC(C)(C)C)=O tert-butyl (R)-(2-(benzyloxy)-1-cyanoethyl)carbamate